C1=CSC=2C(OC=3CCCCC3C21)=O 6,7,8,9-tetrahydro-4H-thieno[2,3-c]chromen-4-one